C(C)OC1=C(O[C@H]2CN(CCC2)C2=CN=CC(=N2)NC2=NC=CC(=N2)N2CCN(CC2)CC(=O)OCC)C=CC=C1 Ethyl (R)-2-(4-(2-((6-(3-(2-ethoxyphenoxy)piperidin-1-yl)pyrazin-2-yl)amino)pyrimidin-4-yl)piperazin-1-yl)acetate